CC1=C(C2=C(N=CN=C2NC2(CC2)C)O1)C(=O)N1N=CC=C1 6-methyl-N-(1-methylcyclopropyl)-5-(1H-pyrazole-1-carbonyl)furo[2,3-d]pyrimidin-4-amine